BrC1=CN=C2N1C=C(C=C2)C=2N(N=CC2)C2=CC=C(C=C2)F 3-bromo-6-[2-(4-fluorophenyl)pyrazol-3-yl]imidazo[1,2-a]pyridine